Cl.ClC1=C2C(=NC=C1C(=O)OCC)NC=C2 ethyl 4-chloro-1H-pyrrolo[2,3-b]pyridine-5-carboxylate hydrochloride